ClC1=C2N=C(N(C2=NC(=N1)C#CC1CC1)[C@@H]1OCC[C@H]1O)C=1OC=CC1 (2R,3R)-2-(6-chloro-2-(cyclopropylethynyl)-8-(furan-2-yl)-9H-purin-9-yl)tetrahydrofuran-3-ol